Sodium geranate C(\C=C(/C)\CCC=C(C)C)(=O)[O-].[Na+]